BrC=1C(=C(C=CC1C(F)(F)F)N1CC(CC1)(C(=O)O)NC(=O)OC(C)(C)C)CN1C2=NC=NC(=C2N=C1)NC(=O)OC(C)(C)C 1-(3-bromo-2-((6-((tert-butoxycarbonyl)amino)-9H-purin-9-yl)methyl)-4-(trifluoromethyl)phenyl)-3-((tert-butoxycarbonyl)amino)pyrrolidine-3-carboxylic acid